(6Ar,10aR)-9-(hydroxymethyl)-6,6-dimethyl-3-(2-methyloctan-2-yl)-6a,7,8,9,10,10a-hexahydrobenzo[c]chromen-1-ol OCC1C[C@@H]2[C@H](C(OC=3C=C(C=C(C23)O)C(C)(CCCCCC)C)(C)C)CC1